COC(=O)[C@H]1CNCC[C@@H]1C (3r,4s)-4-methylpiperidine-3-carboxylic acid methyl ester